1-(4-(3-Chloro-2-methylphenyl)piperazin-1-yl)-2-((3bR,4aS)-5,5-difluoro-3-(4-hydroxypiperidin-1-carbonyl)-3b,4,4a,5-tetrahydro-1H-cyclopropa[3,4]cyclopenta[1,2-c]pyrazol-1-yl)ethanon ClC=1C(=C(C=CC1)N1CCN(CC1)C(CN1N=C(C2=C1C([C@@H]1[C@H]2C1)(F)F)C(=O)N1CCC(CC1)O)=O)C